2-(2-methyl-6-thiomorpholinopyridin-3-yl)spiro[3.3]heptane-2,6-diamine CC1=NC(=CC=C1C1(CC2(C1)CC(C2)N)N)N2CCSCC2